3-hydroxy-6-oxo-N-(2-(piperidin-1-yl)ethyl)-6H-benzo[c]chromene-8-carboxamide OC1=CC=C2C3=C(C(OC2=C1)=O)C=C(C=C3)C(=O)NCCN3CCCCC3